C(#N)C(C)CCC#N 2,4-dicyanobutane